23-(acryloyloxy)-tricosyl methacrylate C(C(=C)C)(=O)OCCCCCCCCCCCCCCCCCCCCCCCOC(C=C)=O